tert-butyl (S)-(1-(2-chloro-5-((4-methyltetrahydro-2H-pyran-4-yl)ethynyl)pyridin-4-yl)piperidin-3-yl)carbamate ClC1=NC=C(C(=C1)N1C[C@H](CCC1)NC(OC(C)(C)C)=O)C#CC1(CCOCC1)C